C(C1=CC=CC=C1)OCC1(N(CCC1)C(=O)OC(C)(C)C)C(=O)OC 1-tert-butyl 2-methyl 2-((benzyloxy)methyl)pyrrolidine-1,2-dicarboxylate